FC(CC)(F)C=1C=C(C=CC1)NC(=O)C1C(=NN(C1=O)C1=CC=C2C=CN(C2=C1)C(C1=CC(=CC=C1)C)=O)C N-[3-(1,1-difluoropropyl)phenyl]-3-methyl-1-[1-(3-methylbenzoyl)indol-6-yl]-5-oxo-4H-pyrazole-4-carboxamide